(R)-4-amino-7-fluoro-3-methyl-N-(1-methyl-1H-pyrazol-4-yl)-N-((S)-6-(trifluoromethyl)-2,3-dihydrofuro[2,3-b]pyridin-3-yl)-1,3-dihydrofuro[3,4-c]quinolin-8-carboxamide NC1=NC=2C=C(C(=CC2C2=C1[C@H](OC2)C)C(=O)N([C@@H]2COC1=NC(=CC=C12)C(F)(F)F)C=1C=NN(C1)C)F